C(C)OC(=O)[C@@H]1[C@H](C1)[C@@H](CCOCC)NC(NC(OC(C)C)=O)=S.IC=1C=NN2C1N=C(N=C2SC)SC 8-iodo-2,4-bis(methylsulfanyl)pyrazolo[1,5-a][1,3,5]triazine ethyl-(1S,2S)-2-((R)-l-1,11-dimethyl-9-oxo-7-thioxo-2,10-dioxa-6,8-diazadodecan-5-yl)cyclopropane-1-carboxylate